OCCCCC[N+]1(CCCCC1)C 1-(5-hydroxypentyl)-1-methylpiperidin-1-ium